2-(4-((4-(4-Fluorobenzyl)piperazin-1-yl)methyl)-2,6-dimethylphenoxy)-2-methylpropanoic acid FC1=CC=C(CN2CCN(CC2)CC2=CC(=C(OC(C(=O)O)(C)C)C(=C2)C)C)C=C1